methoxymethyl 4-((4-(benzyloxy)-2-hydroxy-3,6-dimethylbenzoyl)oxy)-3-ethyl-6-methoxy-2,5-dimethylbenzoate C(C1=CC=CC=C1)OC1=C(C(=C(C(=O)OC2=C(C(=C(C(=O)OCOC)C(=C2C)OC)C)CC)C(=C1)C)O)C